CC(C)(C)OC(=O)N1[C@@H]2CC[C@H]1CC(C2)N tert-butyl (3-exo)-3-amino-8-azabicyclo[3.2.1]octane-8-carboxylate